2-Amino-4-(1-(5-fluoro-2-methoxypyridin-3-yl)-2-methoxyethyl)phenol NC1=C(C=CC(=C1)C(COC)C=1C(=NC=C(C1)F)OC)O